NCC(COCCOCCOCCOCC#C)O 1-amino-4,7,10,13-tetraoxahexadec-15-yn-2-ol